C1N(CCC2=CC=CC=C12)C1=C(C(=O)[O-])C=C(C=N1)F 3,4-dihydroisoquinolin-2(1H)-yl-5-fluoronicotinate